6-bromo-8-methyl-2-(methylamino)pteridin-7(8H)-one BrC1=NC=2C=NC(=NC2N(C1=O)C)NC